ClC=1N=C2C(=C(C(N(C2=CC1)C)=O)C#N)N1CCC(CC1)N(C)CC1=C(C=C(C=C1)Cl)O 6-chloro-4-[4-[(4-chloro-2-hydroxy-phenyl)methyl-methyl-amino]-1-piperidyl]-1-methyl-2-oxo-1,5-naphthyridine-3-carbonitrile